[1,3-bis-(2,4,6-trimethylphenyl)-2-imidazolidinylidene]dichloro(tert-butylvinylidene)(tricyclohexylphosphine) ruthenium(II) [Ru+2].CC1=C(C(=CC(=C1)C)C)N1C(N(CC1)C1=C(C=C(C=C1C)C)C)=C1C(C(C(CC1)(P(C1CCCCC1)C1CCCCC1)Cl)=C=CC(C)(C)C)Cl